C1(CC1)C1=NN=C(S1)C(=O)N1[C@@H](C2=C(CC1)NC=N2)C2=NN1C(C=CC=C1)=C2 (S)-(5-cyclopropyl-1,3,4-thiadiazol-2-yl)(4-(pyrazolo[1,5-a]pyridin-2-yl)-1,4,6,7-tetrahydro-5H-imidazo[4,5-c]pyridin-5-yl)methanone